Hexadeca-1,15-diene C=CCCCCCCCCCCCCC=C